C=1CCC=C2C3=CC=CC=C3N(C12)C=1C=C(C=CC1)C1=CC(=CC=C1)C1=NC2=C3C(=C4C(=C2N=C1)C=CC=C4)C=CC=C3 2-[3'-(3H-carbazol-9-yl)biphenyl-3-yl]dibenzo[f,H]quinoxaline